1-(5-fluoro-2-iodophenyl)ethanone FC=1C=CC(=C(C1)C(C)=O)I